C(C1CO1)N(CC1CO1)CC1CC(CCC1)CN(CC1CO1)CC1CO1 1,3-bis(diglycidylaminomethyl)cyclohexane